4,4,5,5-tetramethyl-2-(perylen-1-yl)-1,3,2-dioxaborolane CC1(OB(OC1(C)C)C1=CC=C2C=CC=C3C4=CC=CC5=CC=CC(C1=C23)=C45)C